ClCC(=O)NC1(C(CCCC1)=O)C1=C(C(=CC=C1)F)F 2-chloro-N-(1-(2,3-difluorophenyl)-2-oxocyclohexyl)acetamide